racemic-5-fluoro-N-(1-(2-fluorophenyl)ethyl)-2-methoxy-N-methylnicotinamide FC=1C=NC(=C(C(=O)N(C)[C@H](C)C2=C(C=CC=C2)F)C1)OC |r|